6-{[(3S)-1-(But-2-ynoyl)-3-(3-chloro-2-methylphenyl)piperidin-3-yl]amino}-1,3,3-trimethylindol-2-one C(C#CC)(=O)N1C[C@](CCC1)(C1=C(C(=CC=C1)Cl)C)NC1=CC=C2C(C(N(C2=C1)C)=O)(C)C